(6S,8R)-6-(4-bromo-2,6-difluorophenyl)-8-methyl-7-(2,2,2-trifluoroethyl)-6,7,8,9-tetrahydro-3H-imidazo[4,5-f]isoquinoline BrC1=CC(=C(C(=C1)F)[C@H]1N([C@@H](CC2=C3C(=CC=C12)NC=N3)C)CC(F)(F)F)F